O[C@H]1[C@H](CCCCCC1)N(CCCCCCCC(=O)N(CCCCCCCCCC)CCCCCCCCCC)CCCCCCCC(=O)N(CCCCCCCCCC)CCCCCCCCCC 8,8'-(((1S,2R)-2-hydroxycyclooct-yl)azanediyl)bis-(N,N-didecyloctan-amide)